piperidine-2,6-dione formate salt C(=O)O.N1C(CCCC1=O)=O